CN(CC(C)N1C2=C(C3=CC=C(C=C13)O)C=CN=C2C)C 9-(1-(dimethylamino)propan-2-yl)-1-methyl-9H-pyrido[3,4-b]indol-7-ol